C(C)(C)(C)OC(=O)[C@H]1CNCCC1 (R)-piperidine-3-carboxylic acid tert-butyl ester